4-Chloro-6,7-dimethyl-2,3-dihydro-1H-pyrrolo[3,4-c]pyridine ClC1=NC(=C(C2=C1CNC2)C)C